C(C)(C)(C)OC(=O)N1CCC(CC1)OC1=CC(=CC(=C1)C=1SC(=CN1)C)C(=O)OC 4-[3-(methoxycarbonyl)-5-(5-methyl-1,3-thiazol-2-yl)phenoxy]piperidine-1-carboxylic acid tert-butyl ester